FC1=C(C=C(C(=C1)F)F)C=1C=C2CCCC(C2=CC1)NC(O[C@@H]1CN2CCC1CC2)=O (S)-quinuclidin-3-yl (6-(2,4,5-trifluorophenyl)-1,2,3,4-tetrahydronaphthalen-1-yl)carbamate